4-oxo-3-(prop-2-yn-1-yl)-3,4-dihydroimidazo[5,1-d][1,2,3,5]tetrazine-8-carboxylic acid O=C1N2C(N=NN1CC#C)=C(N=C2)C(=O)O